C(C)(C)(C)C1=C(C=C(C(=C1)C(C)(C)C)O)C=CC(C=CC1=C(C=C(C(=C1)O)C(C)(C)C)C(C)(C)C)=O 1,5-bis(2,4-di-tert-butyl-5-hydroxyphenyl)-1,4-pentadien-3-one